CC(C[C@H](C[N+](=O)[O-])C(C(=O)OCC)C(=O)OCC)C 1,3-diethyl 2-[(1S)-3-methyl-1-(nitromethyl) butyl]Malonate